(S)-5,5-dimethyl-3-(trifluoromethyl)-5a,6,8,9-tetrahydropyrido[3',2':4,5]pyrrolo[1,2-a]pyrazin CC1(C2=C(N3[C@@H]1CNCC3)N=CC(=C2)C(F)(F)F)C